7-(7-benzyl-1-(2-isopropylphenyl)-2-oxo-1,2,5,6,7,8-hexahydropyrido[3,4-d]pyrimidin-4-yl)-1,7-diazaspiro[3.5]nonane-2-carboxylic acid tert-butyl ester C(C)(C)(C)OC(=O)C1NC2(C1)CCN(CC2)C=2C1=C(N(C(N2)=O)C2=C(C=CC=C2)C(C)C)CN(CC1)CC1=CC=CC=C1